NCCC1=CC(=C(C=C1F)N1C[C@H]([C@@H](C1)F)N(C(OC(C)(C)C)=O)C)F trans-tert-Butyl (1-(4-(2-aminoethyl)-2,5-difluorophenyl)-4-fluoropyrrolidin-3-yl)(methyl)carbamate